C(C1=CC=CC=C1)OC(=O)N\C(\C(=O)OC)=C/C1=NC2=CC=CC(=C2C(=N1)NCC1=NC=CC=C1)C1=CC=CC=C1 (Z)-Methyl 2-(benzyloxycarbonylamino)-3-(5-phenyl-4-(pyridin-2-ylmethylamino)quinazolin-2-yl)acrylate